OP(O)(=O)OP(=O)(O)O.C(C)(C)(C1=CC=CC=C1)C1=C(C=CC(=C1)C(C)(C)C1=CC=CC=C1)C(O)(C(CO)(CO)CO)C1=C(C=C(C=C1)C(C)(C)C1=CC=CC=C1)C(C)(C)C1=CC=CC=C1 Bis(2,4-dicumylphenyl)pentaerythritol diphosphate